butyl 5-(4-cyano-2-methoxyphenyl)-6,7-dihydro-5H-pyrrolo[1,2-c]imidazole-5-carboxylate C(#N)C1=CC(=C(C=C1)C1(CCC=2N1C=NC2)C(=O)OCCCC)OC